C(CCCCCCCCCCCCCCC)CCC(C(=O)O)CCCC.C(C)C(C(=O)OCCCCCCCCCCCCCCCC)CCCC Hexadecyl 2-ethylhexanoate (Cetyl ethylhexanoate)